FC1=C(CNC(=O)C2=CC=C3C(N(C(N(C3=C2)CC2=C(C=CC=C2)F)=O)C)C)C=CC(=C1)F N-(2,4-difluorobenzyl)-1-(2-fluorobenzyl)-3,4-dimethyl-2-oxo-1,2,3,4-tetrahydro-quinazoline-7-carboxamide